CS(=O)(=O)N1CCC2=C(CC1)C=CC(=C2)C=2C=C1C(=NC2)NN=C1C1=CC2=C(C(NCCO2)=O)C=C1 8-[5-(3-methanesulfonyl-2,3,4,5-tetrahydro-1H-3-benzoazepin-7-yl)-1H-pyrazolo[3,4-b]pyridin-3-yl]-2,3,4,5-tetrahydro-1,4-benzooxazepin-5-one